3,4-Dichloro-5-(3,5-dichloro-6-methylpyrazine-2-carbonyl)-2-methyl-2H-indazole Manganese(IV) [Mn+4].ClC=1N(N=C2C=CC(=C(C12)Cl)C(=O)C1=NC(=C(N=C1Cl)Cl)C)C